FC1=C(C=C(C=C1[Si](CC)(CC)CC)OC1=CC=CC=C1)[Si](CC)(CC)CC (2-fluoro-5-phenoxy-1,3-phenylene)bis(triethylsilane)